ClC=1C=C(C=CC1)C1=C(C=CC=C1)C1=NC(=NC(=N1)C1=CC=CC=C1)C1=CC=CC=C1 2-(3'-chloro-[1,1'-biphenyl]-2-yl)-4,6-diphenyl-1,3,5-triazine